N,N-dimethyl-2-phenylacetamide CN(C(CC1=CC=CC=C1)=O)C